C(C)(C)(C)OC(=O)N1CCC(=CC1)C1=CN=C(S1)N 4-(2-aminothiazole-5-yl)-3,6-dihydro-2H-pyridine-1-carboxylic acid tert-butyl ester